C(C)(C)(C)OC(=O)N1CC(N(CC1)C)COC=1C=C2C(N(C(C2=CC1)=O)C1C(NC(CC1)=O)=O)=O 3-([[2-(2,6-dioxopiperidin-3-yl)-1,3-dioxoisoindol-5-yl]oxy]methyl)-4-methylpiperazine-1-carboxylic acid tert-butyl ester